(E)-4-((4-(2-((4-(2-(3-methylbenzylidene)hydrazino)-6-morpholinopyrimidin-2-yl)oxy)ethyl)phenyl)amino)-4-oxobutanoic acid CC=1C=C(\C=N\NC2=NC(=NC(=C2)N2CCOCC2)OCCC2=CC=C(C=C2)NC(CCC(=O)O)=O)C=CC1